FC=1C=C(C=CC1C1=NC=2C=CNC(C2C(=C1)NC1=NC=C(C=C1)N1CCC(CC1)O)=O)NC(=O)C1(COC1)C N-[3-fluoro-4-[4-[[5-(4-hydroxy-1-piperidyl)-2-pyridyl]amino]-5-oxo-6H-1,6-naphthyridin-2-yl]phenyl]-3-methyl-oxetane-3-carboxamide